(E)-6,7-difluoro-N-(2-(1,2,3,4-tetrahydroquinolin-7-yl)ethyl)-2,3,4,9-tetrahydro-1H-carbazole-1-imine FC=1C=C2C=3CCC/C(/C3NC2=CC1F)=N\CCC1=CC=C2CCCNC2=C1